2-cyclopropyl-1-(4-methoxyphenyl)ethanone C1(CC1)CC(=O)C1=CC=C(C=C1)OC